C(#N)\C(\CC=1C=C(C=CC1F)NC(=O)[C@@H]1S[C@](C[C@H]1C1=C(C(=C(C=C1)F)F)OC)(C(F)(F)F)C)=C(\C)/O (2R,3S,5R)-N-(3-((Z)-2-cyano-3-hydroxybut-2-enyl)-4-fluorophenyl)-3-(3,4-difluoro-2-methoxyphenyl)-5-methyl-5-(trifluoromethyl)tetrahydrothiophene-2-carboxamide